N-methyl-1,4-phenylenediamine CNC1=CC=C(C=C1)N